NC=1C(=C(C=CC1)C=1C(=C(NC=2N=CC=C3C=C(C=NC23)CN2C[C@@H](CC2)O)C=CC1)Cl)Cl (3R)-1-[[8-[3-(3-amino-2-chloro-phenyl)-2-chloro-anilino]-1,7-naphthyridin-3-yl]methyl]pyrrolidin-3-ol